2-[6-[[2-methyl-4-(trifluoromethyl)thiazol-5-yl]methyl]-2,6-diazaspiro[3.3]heptane-2-carbonyl]-2,5-diazaspiro[3.4]octan-6-one CC=1SC(=C(N1)C(F)(F)F)CN1CC2(CN(C2)C(=O)N2CC3(C2)NC(CC3)=O)C1